CC1=C(C2=CC(=C(C=C2O1)OC)O)C3=CC(=C(C=C3)OC)O The molecule is a member of the class of 1-benzofurans that is 1-benzofuran substituted by a hydroxy group at position 5, a methoxy group at position 6, a 3-hydroxy-4-methoxyphenyl group at position 3 and a methyl group at position 2. Isolated from Pterocarpus santalinus, it exhibits anti-inflammatory activity. It has a role as an anti-inflammatory agent and a plant metabolite. It is a member of 1-benzofurans, a polyphenol and an aromatic ether.